N-((3-(1H-pyrazol-1-yl)pyridin-4-yl)methyl)-2-(4-aminopiperidin-1-yl)-9-isopropyl-9H-purin-6-amine N1(N=CC=C1)C=1C=NC=CC1CNC1=C2N=CN(C2=NC(=N1)N1CCC(CC1)N)C(C)C